CC1(CC(C1)N1[C@H]2CN(CC1CC2)C2=C1C(=NC=C2)NC(=N1)C=1C=NN(C1)C)C#N (1R,3r)-1-methyl-3-(3-(2-(1-methyl-1H-pyrazol-4-yl)-3H-imidazo[4,5-b]pyridin-7-yl)-3,8-diazabicyclo[3.2.1]oct-8-yl)cyclobutane-1-carbonitrile